5-(6-Chloro-5-(4-(cyclopropylsulfonyl)piperazin-1-yl)-1H-indazol-1-yl)-2,3-difluorophenol ClC1=C(C=C2C=NN(C2=C1)C=1C=C(C(=C(C1)O)F)F)N1CCN(CC1)S(=O)(=O)C1CC1